((S)-6,8-dichloro-1-methyl-3,4-dihydroisoquinolin-2(1H)-yl)(5-hydroxypiperidin-3-yl)methanone hydrochloride salt Cl.ClC=1C=C2CCN([C@H](C2=C(C1)Cl)C)C(=O)C1CNCC(C1)O